Cl.C[C@H]1NCCC1 (R)-2-methylpyrrolidine-hydrochloride